N-(2,6-dimethyl-4-(6,7,8,9-tetrahydrothieno[3,2-c]azocin-5(4H)-yl)phenyl)-3,3-dimethylbutanamide CC1=C(C(=CC(=C1)N1CC2=C(CCCC1)SC=C2)C)NC(CC(C)(C)C)=O